O1[C@H](CC1)C(=O)N1CC2(CC2)[C@@H]([C@@H]1CC=1C(=C(C=C(C1)F)C1=CC(=CC(=C1)F)F)F)NS(=O)(=O)C(C)C N-((6S,7S)-5-((R)-oxetane-2-carbonyl)-6-((2,3',5,5'-tetrafluoro-[1,1'-biphenyl]-3-yl)methyl)-5-azaspiro[2.4]heptan-7-yl)propane-2-sulfonamide